N-(2,3-bis(isobutyryloxy)-5-bromobenzylidene)-2,4-dichlorobenzenamine C(C(C)C)(=O)OC1=C(C=NC2=C(C=C(C=C2)Cl)Cl)C=C(C=C1OC(C(C)C)=O)Br